The molecule is a rose oxide in which both of the stereocentres have R configuration. It is also known as (-)-trans-rose oxide. It is an enantiomer of a (2S,4S)-rose oxide. C[C@@H]1CCO[C@H](C1)C=C(C)C